C(C)(C)(C)OC(CCCCN(C)C(=O)OC1=C2C(=CNC2=CC=C1)CCN(C)C)=O 5-({3-[2-(dimethylamino)ethyl]-4-indolyloxycarbonyl}-N-methylamino)pentanoic acid tert-butyl ester